Cl.C(C1=CC=CC=C1)NCCNCCC[Si](OC)(OC)OC N-benzyl-N'-[3-(trimethoxysilyl)propyl]ethylenediamine hydrochloride